2-(3,5-Dichloro-4-((2-cyclobutyl-4-methylquinolin-6-yl)oxy)phenyl)-3,5-dioxo-2,3,4,5-tetrahydro-1,2,4-triazine-6-carbonitrile ClC=1C=C(C=C(C1OC=1C=C2C(=CC(=NC2=CC1)C1CCC1)C)Cl)N1N=C(C(NC1=O)=O)C#N